C(C)(C)C1=CC=NN1C 5-isopropyl-1-methyl-pyrazol